O=C1NC(CCC1N1C(C2=CC=C3C(=C2C1)OC(CC3NC(CC=3C(=NC=CC3)C(=O)N)=O)(C)C)=O)=O (2-((8-(2,6-dioxopiperidin-3-yl)-2,2-dimethyl-7-oxo-2,3,4,7,8,9-hexahydropyrano[2,3-e]isoindol-4-yl)amino)-2-oxoethyl)picolinamide